6-(3-isopropyl-5-(1-(tetrahydro-2H-pyran-4-yl)piperidin-4-yl)-1H-indol-2-yl)-8-methyltetrazolo[1,5-a]pyridine C(C)(C)C1=C(NC2=CC=C(C=C12)C1CCN(CC1)C1CCOCC1)C=1C=C(C=2N(C1)N=NN2)C